[Al+3].OC1=C(C=C(C=2C(C3=CC=CC=C3C(C12)=O)=O)O)S(=O)(=O)[O-].OC1=C(C=C(C=2C(C3=CC=CC=C3C(C12)=O)=O)O)S(=O)(=O)[O-].OC1=C(C=C(C=2C(C3=CC=CC=C3C(C12)=O)=O)O)S(=O)(=O)[O-] 1,4-Dihydroxy-2-sulfoanthraquinone aluminium salt